1-(2-(4-(9-benzyl-6-(1-methyl-cyclopropoxy)-9H-purin-8-yl)-3-chlorophenoxy)ethyl)azetidin-3-ol C(C1=CC=CC=C1)N1C2=NC=NC(=C2N=C1C1=C(C=C(OCCN2CC(C2)O)C=C1)Cl)OC1(CC1)C